thiophen-3-ylboronic acid S1C=C(C=C1)B(O)O